4-(6-chloro-5-fluoro-indolin-1-yl)-6-(1H-pyrazolo[3,4-b]pyridin-5-yl)pyrido[3,2-d]pyrimidine ClC1=C(C=C2CCN(C2=C1)C=1C2=C(N=CN1)C=CC(=N2)C=2C=C1C(=NC2)NN=C1)F